ClC=1C(N(C(=CC1OC([2H])([2H])C1=NC=C(C=C1F)F)C)C1=CC(=NC=C1C)C=1SC=C(N1)C(C)(C)O)=O (S)-3-Chloro-4-((3,5-difluoropyridin-2-yl)methoxy-d2)-2'-(4-(2-hydroxypropan-2-yl)thiazole-2-yl)-5',6-dimethyl-2H-[1,4'-bipyridine]-2-one